ClC=1C=C2C(=NC(=NC2=C(C1C1=CC=CC2=C1N=C(S2)N)F)N2CC(C2)(C)N(C)C)N2CCNCC2 4-(6-chloro-2-(3-(dimethylamino)-3-methylazetidin-1-yl)-8-fluoro-4-(piperazin-1-yl)quinazolin-7-yl)benzo[d]thiazol-2-amine